N-(3-(4-((dimethylamino)methyl)thiazol-2-yl)benzyl)-2-ethoxy-5-isobutyrylaminobenzamide CN(C)CC=1N=C(SC1)C=1C=C(CNC(C2=C(C=CC(=C2)NC(C(C)C)=O)OCC)=O)C=CC1